FC1=C(C=CC=C1[C@](C(=O)NNC)(CCCC(CS(=O)(=O)CCO)(C)C)C)CCC(=O)OCC ethyl (R)-3-(2-fluoro-3-(7-((2-hydroxyethyl)sulfonyl)-2,6,6-trimethyl-1-(2-methylhydrazineyl)-1-oxoheptan-2-yl)phenyl)propanoate